7-(2-oxo-2-(p-tolyl)ethyl)-12-phenylisoindolo[2,1-b]isoquinolin-5(7H)-one O=C(CC1C2=CC=CC=C2C=2N1C(C1=CC=CC=C1C2C2=CC=CC=C2)=O)C2=CC=C(C=C2)C